4-Methyl-9-(2-n-hexadecenyl-2-carboxyethyl)carbonyloxyanthracene CC1=CC=CC2=C(C3=CC=CC=C3C=C12)OC(=O)CC(C(=O)O)C=CCCCCCCCCCCCCCC